BrC=1C=C(C(N(C1)C)=O)NC1=NC=C(C=C1)C1CCN(CC1)C 5-bromo-1-methyl-3-(5-(1-methylpiperidin-4-yl)pyridin-2-ylamino)pyridin-2(1H)-one